FC1(CN(CC1)C1=C(C(=O)NC=2SC(=CN2)CC)C=C(C=C1)S(N(C)C)(=O)=O)F 2-(3,3-difluoropyrrolidin-1-yl)-5-(N,N-dimethylsulfamoyl)-N-(5-ethylthiazol-2-yl)benzamide